N(=C=O)C1=C(C=C(C(=C1)N=C=O)C)C 4,6-diisocyanato-m-xylene